1-(((S)-2-(5-(difluoro(phosphono)methyl)benzo[b]thiophene-2-carboxamido)-3,3-dimethylbutanoyl)-L-prolyl)-3-phenylpiperidine-4-carboxylic acid FC(C1=CC2=C(SC(=C2)C(=O)N[C@H](C(=O)N2[C@@H](CCC2)C(=O)N2CC(C(CC2)C(=O)O)C2=CC=CC=C2)C(C)(C)C)C=C1)(P(=O)(O)O)F